C(C)C1=CC=CC2=C1C(=C1C=NN(C1=C2)C2OCCCC2)C2=C(C=1N=C(N=C(C1C=N2)OCC(F)(F)F)OC[C@]21CCCN1C[C@@H](C2)F)F 5-ethyl-4-(8-fluoro-2-(((2R,7aS)-2-fluorohexahydro-1H-pyrrolizin-7a-yl)methoxy)-4-(2,2,2-trifluoroethoxy)pyrido[4,3-d]pyrimidin-7-yl)-1-(tetrahydro-2H-pyran-2-yl)-1H-benzo[f]indazole